(Z)-3-butenyl-6-iodophthalide C(=C/CC)/C1OC(=O)C2=CC(=CC=C12)I